O1C(CCCC1)OCCCBr.[Zn+2] zinc (II) (3-((tetrahydro-2H-pyran-2-yl)oxy)propyl) bromide